4-(2,5-Diazabicyclo[2.2.2]octan-2-yl)-7-(7,8-difluoro-3-hydroxynaphthalen-1-yl)-2-((tetrahydro-1H-pyrrolizin-7a(5H)-yl)methoxy-d2)pyrido[3,4-d]pyrimidin-8(7H)-one C12N(CC(NC1)CC2)C=2C1=C(N=C(N2)OC([2H])([2H])C23CCCN3CCC2)C(N(C=C1)C1=CC(=CC2=CC=C(C(=C12)F)F)O)=O